Cl.ClC1=CC=C(C=C1)C1CN(CC1)CCC(=O)C1=CC2=C(OCCO2)C=C1 3-(3-(4-chlorophenyl)pyrrolidin-1-yl)-1-(2,3-dihydrobenzo[b][1,4]dioxin-6-yl)propan-1-one hydrochloride